ClC=1C(=NC=C(N1)C1=CC=C(C=C1)S(=O)(=O)C)C(F)(F)F 3-chloro-5-(4-methanesulfonylphenyl)-2-(trifluoromethyl)pyrazine